6-(2-((4-Fluoro-3-(4-methylpiperazin-1-yl)phenyl)amino)pyrimidin-4-yl)-4,4-dimethyl-3,4-Dihydroisoquinolin FC1=C(C=C(C=C1)NC1=NC=CC(=N1)C=1C=C2C(CN=CC2=CC1)(C)C)N1CCN(CC1)C